4-[4-[(4-methoxyphenyl)methylsulfanyl]-2-oxo-3H-benzimidazol-1-yl]cyclohexanecarboxylic acid methyl ester COC(=O)C1CCC(CC1)N1C(NC2=C1C=CC=C2SCC2=CC=C(C=C2)OC)=O